Sodium [6-(dimethylamino)-1-benzofuran-2-carbonyl](2-methylquinoline-8-sulfonyl)azanide CN(C1=CC2=C(C=C(O2)C(=O)[N-]S(=O)(=O)C=2C=CC=C3C=CC(=NC23)C)C=C1)C.[Na+]